C(C1=CC=CC=C1)OC(=O)C1(CCC1)CN1CCC(CC1)(COC)CO 1-((4-(hydroxymethyl)-4-(methoxymethyl)piperidin-1-yl)methyl)cyclobutane-1-carboxylic acid benzyl ester